N1,N1-dimethyl-N4-(3-(piperidin-1-yl)pyridin-2-yl)benzene-1,4-disulfonamide CN(S(=O)(=O)C1=CC=C(C=C1)S(=O)(=O)NC1=NC=CC=C1N1CCCCC1)C